ICC1OC1 (iodomethyl)oxirane